O(C1=CC=CC=C1)C(C(=O)N(NC(C1=CC(C(=O)O)=CC=C1)=O)C(C(C)OC1=CC=CC=C1)=O)C isophthalic acid bis(α-phenoxypropionyl)hydrazide